[1-[(1,1-dimethylethoxy)carbonyl]-3-azetidinyl]iodozinc CC(C)(OC(=O)N1CC(C1)[Zn]I)C